BrCC1=CC(=C(C=C1)CBr)CBr 1,3,4-tri(bromomethyl)benzene